CC1(N(C(C=C1C(=O)OC1=CC=C(C=C1)\C=C\C1=CC(=CC(=C1)O)O)(C)C)O)C (E)-4-(3,5-dihydroxystyryl)phenyl 2,2,5,5-tetramethyl-1-oxyl-2,5-dihydro-1H-pyrrole-3-carboxylate